(S)-1-(oxetan-2-ylmethyl)-2-((4-(6-(pyrazolo[1,5-a]pyridin-4-ylmethoxy)pyridine-2-yl)piperidin-1-yl)methyl)-1H-benzo[d]imidazole-6-carboxylate O1[C@@H](CC1)CN1C(=NC2=C1C=C(C=C2)C(=O)[O-])CN2CCC(CC2)C2=NC(=CC=C2)OCC=2C=1N(C=CC2)N=CC1